β-octanol CC(CCCCCC)O